(4-phenylphenoxy)aluminium C1(=CC=CC=C1)C1=CC=C(O[Al])C=C1